C1(=C(C=CC=C1)NC1=CC=C(C=C1)N=C(C1=CC=CC=C1)C)C N-o-tolyl-N'-(alpha-methyl-benzylidene)p-phenylenediamine